N,N'-dimethyl-1,2-ethylenediamine CNCCNC